ClC=1C=CC(=C(C1)C1=CC=NC=C1OC)C(CC)=O 4-(5-chloro-2-propionylphenyl)-5-methoxypyridin